S(=O)(=O)=C1C2C(C(NC2=CC=C1)=O)=O sulfonylisatine